N[C@@H](CCC(=O)O)C(=O)O.C(CCCCCCCCCCC)N dodecylamine glutamate